1H-benzo[e][1,4]diazepin-2,5-dione N1C(C=NC(C2=C1C=CC=C2)=O)=O